5-ethyl-6-fluoro-1-(tetrahydro-2H-pyran-2-yl)-4-(4,4,5,5-tetramethyl-1,3,2-dioxaborolan-2-yl)-1H-benzo[f]indazole C(C)C1=C(C=CC2=C1C(=C1C=NN(C1=C2)C2OCCCC2)B2OC(C(O2)(C)C)(C)C)F